OC1=C(C(OC12CCC(CC2)OC2CCN(CC2)CCOCCOCC(=O)O)=O)C2=C(C=C(C=C2C)C)C 2-(2-(2-(4-(((5r,8r)-4-hydroxy-3-mesityl-2-oxo-1-oxaspiro[4.5]dec-3-en-8-yl)oxy)piperidin-1-yl)ethoxy)ethoxy)acetic acid